C(CCCCCCC\C=C/CCCCCCCC)C(C(=O)OCC(CO)(CO)CO)(CCCCCCCCCCCCCCCC)CCCCCCCC\C=C/CCCCCCCC pentaerythritol di-oleyl-stearate